[Cl-].[Cl-].[Zr+2].C(C)(C)(C)C1=C(C=CC(=C1)C(C)(C)C)C1=NNC(C2=CC=CC=C12)=O.C(C)(C)(C)C1=C(C=CC(=C1)C(C)(C)C)C1=NNC(C2=CC=CC=C12)=O bis[4-(2,4-di-tert-butylphenyl)-2,3-naphthyridin-1-one] zirconium dichloride